CC=1N2C=3SC=4C[C@H](CC4C3[C@@H](NCC2=NN1)C1=C(C=CC=C1)C)C(=O)N1CCOCC1 (9S,13S)-3-methyl-9-(2-methylphenyl)-13-(morpholine-4-carbonyl)-16-thia-2,4,5,8-tetraazatetracyclo[8.6.0.02,6.011,15]-hexadeca-1(10),3,5,11(15)-tetraene